COC(=O)[C@H]1OC2(O[C@@H]1C1=C(C=CC=C1)F)CCCC2 (2S,3R)-methyl-3-(2-fluorophenyl)-1,4-dioxaspiro[4.4]nonane-2-carboxylate